tributyl-propylammonium hydroxide [OH-].C(CCC)[N+](CCC)(CCCC)CCCC